(R)-N-benzyl-1-(2-((S)-1-phenylethylamino)pyrimidine-4-carbonyl)pyrrolidine-2-carboxamide C(C1=CC=CC=C1)NC(=O)[C@@H]1N(CCC1)C(=O)C1=NC(=NC=C1)N[C@@H](C)C1=CC=CC=C1